B(OF)(OF)[O-] (difluoro) borate